C1(=CC=CC=C1)C1C=2N(CCC1)N=C(N2)C(=O)OC methyl 8-phenyl-5,6,7,8-tetrahydro-[1,2,4]triazolo[1,5-a]pyridine-2-carboxylate